methyl cis-2-((((CIS)-4-phenylcyclohexyl)oxy)methyl)-3-(1-(tetrahydro-2H-pyran-2-yl)-4-vinyl-1H-pyrazol-3-yl)piperidine-1-carboxylate C1(=CC=CC=C1)[C@H]1CC[C@H](CC1)OC[C@@H]1N(CCC[C@@H]1C1=NN(C=C1C=C)C1OCCCC1)C(=O)OC